N-(6-amino-5-methyl-3-pyridyl)-2-[(2S,5R)-5-methyl-2-(4-sulfamoylphenyl)-1-piperidyl]-2-oxo-acetamide NC1=C(C=C(C=N1)NC(C(=O)N1[C@@H](CC[C@H](C1)C)C1=CC=C(C=C1)S(N)(=O)=O)=O)C